OCCS(=O)(=O)CC(CCC[C@](C(=O)O)(C)C1=CC(=CC=C1)C[C@@H](C(=O)OC)C)(C)C (R)-7-((2-hydroxyethyl)sulfonyl)-2-(3-((S)-3-methoxy-2-methyl-3-oxopropyl)phenyl)-2,6,6-trimethylheptanoic acid